tert-butyl-ethylene glycol C(C)(C)(C)C(CO)O